benzoic acid [4-hexyliminobutyl]benzoate C(CCCCC)N=CCCCOC(C1=CC=CC=C1)=O.C(C1=CC=CC=C1)(=O)O